COC=1C=CC2=C(N=C(O2)N2CCC3(C(N4[C@H](O3)CC[C@H]4C4=CC=CC=C4)=O)CC2)C1 (5'S,7a'R)-1-(5-methoxy-1,3-benzoxazol-2-yl)-5'-phenyltetrahydro-3'H-spiro[piperidine-4,2'-pyrrolo[2,1-b][1,3]oxazol]-3'-one